(R)-4-(4-acetylpiperazin-1-yl)-N-(1-(3-(difluoromethyl)-2-fluorophenyl)ethyl)-7-methyl-7H-pyrrolo[2,3-d]pyrimidine-6-carboxamide C(C)(=O)N1CCN(CC1)C=1C2=C(N=CN1)N(C(=C2)C(=O)N[C@H](C)C2=C(C(=CC=C2)C(F)F)F)C